(S)-2-(2-hydroxy-propan-2-yl)-N'-((3,5,6,7-tetrahydro-2H-indeno[5,6-b]furan-8-yl)carbamoyl)thiazole-5-sulfonimidamide OC(C)(C)C=1SC(=CN1)[S@](=O)(N)=NC(NC1=C2CCCC2=CC2=C1OCC2)=O